O=C1NC2(CN(C2)C(=O)OC2CC(C2)OC2=C(C=C(C=C2)F)Cl)CO1 3-(2-chloro-4-fluorophenoxy)cyclobutyl 6-oxo-7-oxa-2,5-diazaspiro[3.4]octane-2-carboxylate